diaza-indole N1N=NC2=CC=CC=C12